C(C)(C)(C)[Si](C)(C)OCC1=CC=C(C=C1)CCl T-butyl-((4-(chloromethyl)benzyl)oxy)dimethylsilane